5-(3,8-diazabicyclo[3.2.1]octane-3-yl)pyridinecarbonitrile 3HCl Cl.Cl.Cl.C12CN(CC(CC1)N2)C=2C=CC(=NC2)C#N